4-(9-methyl-3H-pyrrolo[3,2-f]quinolin-7-yl)phenol CC1=CC(=NC2=CC=C3C(=C12)C=CN3)C3=CC=C(C=C3)O